C(C)(C)(C)OC(N(C)[C@@H]1CN(C[C@@H]1CC)C(=O)OCC1=CC=CC=C1)=O (cis)-(1-benzyloxycarbonyl-4-ethyl-pyrrolidin-3-yl)-methyl-carbamic acid tert-butyl ester